C1(CC1)C=1C(=C(C(=O)OCC)C(=CC1OCOC)C)OCOC ethyl 3-cyclopropyl-2,4-bis(methoxymethoxy)-6-methylbenzoate